C(C)(C)(C)OC(=O)NC/C(/COC=1C=C2CCN(C(C2=CC1)=O)CC(=O)OCCCC)=C\F butyl 2-[6-[(E)-2-[(t-butoxycarbonylamino)methyl]-3-fluoro-allyloxy]-1-oxo-3,4-dihydroisoquinolin-2-yl]acetate